(naphthalen-2-yl-(phenyl)methyl)pyridine C1=C(C=CC2=CC=CC=C12)C(C1=CC=CC=C1)C1=NC=CC=C1